ClC=1C=C(C=CC1Cl)NC(=O)N1CCC(CC1)N1C(NC2=C1C=CC=C2C2=C(C=CC=C2)CN(C)C)=O N-(3,4-dichlorophenyl)-4-(4-{2-[(dimethylamino)methyl]phenyl}-2-oxo-2,3-dihydro-1H-1,3-benzodiazol-1-yl)piperidine-1-carboxamide